2-(3-fluorophenyl)-5-(chloromethyl)-1,3,4-oxadiazole FC=1C=C(C=CC1)C=1OC(=NN1)CCl